5-naphthoxy-bicyclo[2.2.1]Hept-2-ene C1(=CC=CC2=CC=CC=C12)OC1C2C=CC(C1)C2